(1R,2S)-2-[[6-[[4-(1H-indazol-4-yl)triazol-1-yl]methyl]-1H-indol-2-yl]methyl-amino]cyclopentanol N1N=CC2=C(C=CC=C12)C=1N=NN(C1)CC1=CC=C2C=C(NC2=C1)CN[C@@H]1[C@@H](CCC1)O